CC1(CC1)NC=1C2=C(N=C(N1)C1=CC(=NC=C1)C#N)C=NC=C2 4-{4-[(1-methylcyclopropyl)amino]pyrido[3,4-d]pyrimidin-2-yl}pyridine-2-carbonitrile